CC1=NOC(=C1C=1C=C2C(=NC(=NC2=CC1)N1CCN(CC1)CCN(C)C)N1C(CCC1)C1=CC=CC=C1)C 2-(4-(6-(3,5-dimethylisoxazol-4-yl)-4-(2-phenylpyrrolidin-1-yl)quinazolin-2-yl)piperazin-1-yl)-N,N-dimethylethylamine